3-[2-[[5-(8-chloro-4-hydroxy-quinazolin-2-yl)-2-pyridinyl]oxy]ethoxy]cyclobutanecarboxylic acid ClC=1C=CC=C2C(=NC(=NC12)C=1C=CC(=NC1)OCCOC1CC(C1)C(=O)O)O